4-(4-(cyclobutanesulfonamido)-2-methylphenyl)-1H-pyrrolo[2,3-b]pyridin C1(CCC1)S(=O)(=O)NC1=CC(=C(C=C1)C1=C2C(=NC=C1)NC=C2)C